sodium 1-heptanesulfonate monohydrate O.C(CCCCCC)S(=O)(=O)[O-].[Na+]